acetyl-β-D-glucopyranuronic acid methylester COC([C@@H]1[C@H]([C@@H]([C@H]([C@](O)(O1)C(C)=O)O)O)O)=O